O=C1C=CC2=C(N=C(N=C2)N[C@H](C)C2=CC=C(C=C2)C2(CCOCC2)N2CCN(CC2)C(=O)OC2=CC=CC=C2)N1C(C)C Phenyl 4-(4-{4-[(1R)-1-{[7-oxo-8-(propan-2-yl)-7,8-dihydropyrido[2,3-d]pyrimidin-2-yl]amino}ethyl] phenyl} tetrahydro-2H-pyran-4-yl)piperazine-1-carboxylate